ClC1=C(CN2CCC(CC2)N2CC(C2)(N2N=CC(=C2)C=2C3=C(N=CN2)NC=C3)CC#N)C=CC(=C1OC)OC {1-[1-(2-chloro-3,4-dimethoxybenzyl)piperidin-4-yl]-3-[4-(7H-pyrrolo[2,3-d]pyrimidin-4-yl)-1H-pyrazol-1-yl]azetidin-3-yl}acetonitrile